FC=1C=C2C(=CNC(C2=CC1F)=O)C(C)N(C(=O)C1NC2=CC(=CC(=C2C1)F)F)C N-(1-(6,7-Difluoro-1-oxo-1,2-dihydroisoquinolin-4-yl)ethyl)-4,6-difluoro-N-methylindoline-2-carboxamide